BrC1=CC=2OC=3C=C(C=C4OC=5C=C(C=CC5N(C34)C2C=C1)C1=CC=CC=2OC3=C(C21)C=CC=C3)C3=CC=CC=2OC1=C(C23)C=CC=C1 3-Bromo-7,11-bis-dibenzofuran-1-yl-5,9-dioxa-13b-aza-naphtho[3,2,1-de]anthracen